(R)-1-(1-((1H-indol-3-yl)methyl)-7-ethoxy-6-methoxy-3,4-dihydroisoquinoline-2(1H)-yl)-2-(methanesulfonyl)ethane-1-one N1C=C(C2=CC=CC=C12)C[C@H]1N(CCC2=CC(=C(C=C12)OCC)OC)C(CS(=O)(=O)C)=O